CC=1C(=C2C=NNC2=CC1)C1=CC=NC2=C(C=NC=C12)NC1CN(C1)C(C=C)=O 1-(3-(4-(5-methyl-1H-indazol-4-yl)-1,6-naphthyridin-8-ylamino)azetidin-1-yl)prop-2-en-1-one